[Se](C#N)C1=CC=C(N)C=C1 4-selenocyanatoaniline